1-(3,4-dimethoxybenzyl)-5-(2-((4-hydroxybutyl)sulfonyl)-6-(trifluoromethyl)pyrimidin-4-yl)pyridin-2(1H)-one COC=1C=C(CN2C(C=CC(=C2)C2=NC(=NC(=C2)C(F)(F)F)S(=O)(=O)CCCCO)=O)C=CC1OC